C(N)(OCCN(C)C)=O (2-(dimethylamino) ethyl) carbamate